C(N)(=N)C=1C=C(SC1)CNC(=O)[C@H]1N(C[C@@]2(CC2(F)F)C1)C(CNC(C1=CC=C(C=C1)OC1=CC=CC=C1)=O)=O (3S,6S)-N-((4-carbamimidoylthiophen-2-yl)methyl)-1,1-difluoro-5-((4-phenoxybenzoyl)glycyl)-5-azaspiro[2.4]heptane-6-carboxamide